3-(4-isopropoxyphenyl)-prop-2-en-1-one C(C)(C)OC1=CC=C(C=C1)C=CC=O